C1(=CCCCC1)C=1C=C(C=CC1)N(C1=NC=2N(C3=CC=CC=C13)C=NN2)C N-(3-cyclohexenylphenyl)-N-methyl-[1,2,4]triazolo[4,3-a]quinazolin-5-amine